Cl.C(C)(=O)N1CCC2(C[C@@H](C(N2)=O)C[C@@H](C(=O)OC)N)CC1 methyl (S)-3-((S)-8-acetyl-2-oxo-1,8-diazaspiro[4.5]decan-3-yl)-2-aminopropanoate hydrochloride